2-[6-(trifluoromethyl)pyridin-3-yl]-1,3-thiazole-5-carboxylic acid FC(C1=CC=C(C=N1)C=1SC(=CN1)C(=O)O)(F)F